FC(CC1=C(C=C(C(=N1)OC)N)F)F 6-(2,2-difluoroethyl)-5-fluoro-2-methoxy-pyridin-3-amine